tert-butyl 6-(4-(5-methyl-1-(tetrahydro-2H-pyran-2-yl)-1H-indazol-4-yl)-3-((trimethylsilyl) ethynyl) quinolin-2-yl)-2,6-diazaspiro[3.4]octane-2-carboxylate CC=1C(=C2C=NN(C2=CC1)C1OCCCC1)C1=C(C(=NC2=CC=CC=C12)N1CC2(CN(C2)C(=O)OC(C)(C)C)CC1)C#C[Si](C)(C)C